[Si](C1=CC=CC=C1)(C1=CC=CC=C1)(C(C)(C)C)O[C@H]1CC2=CCCN2C1 (2S,7aR)-2-((tert-Butyldiphenylsilyl)oxy)tetrahydro-1H-pyrrolizine